C(C)N1C(C=2N=C(N=CC2C1=O)NC1=NC=C(C(=C1)N[C@H](CO)C1=CC=CC=C1)C=1OC(=NN1)C1=NC=CC=C1)(C)C (S)-6-ethyl-2-((4-((2-hydroxy-1-phenylethyl)amino)-5-(5-(pyridin-2-yl)-1,3,4-oxadiazol-2-yl)pyridin-2-yl)amino)-7,7-dimethyl-6,7-dihydro-5H-pyrrolo[3,4-d]pyrimidin-5-one